[Si](C)(C)(C(C)(C)C)OCCC1CCN(CC1)C1=CC(=C(C=C1)[N+](=O)[O-])Cl 4-(2-((tert-butyldimethylsilyl)oxy)ethyl)-1-(3-chloro-4-nitrophenyl)piperidine